COC(CN1C(=NC2=C1C=CC=C2)C2CN(C(C2)=O)C2=CC=C(C=C2)C)=O {2-[1-(4-Methylphenyl)-5-oxo-3-pyrrolidinyl]-1H-benzimidazol-1-yl}acetic acid methyl ester